3'-Amino-4'-methyl-[1,1'-biphenyl]-4-ol NC=1C=C(C=CC1C)C1=CC=C(C=C1)O